BrC1=C(C(=CC=C1C)C1=CC=CC=C1)C(=O)OC methyl 3-bromo-4-methyl-[1,1'-biphenyl]-2-carboxylate